Cl.S1C2=C(C=C1)C(=CC=C2)N2CCNCC2 1-benzo[b]thiophen-4-yl-piperazine hydrochloride